(dimethylsiloxy) hydride C[SiH](O)C